CCCCCCCCCCC(C(CCCCCCCCCCCC)O)O tetracosane-11,12-diol